C(#N)N1[C@H]([C@H]2C[C@H]2C1)C(=O)N(C1=CC=C(C=C1)S(F)(F)(F)(F)F)C(C(=O)NC1CCC(CC1)(F)F)C=1C=NC=C(C1)F (1S,2R,5R)-3-cyano-N-[2-[(4,4-difluorocyclohexyl)amino]-1-(5-fluoro-3-pyridyl)-2-oxo-ethyl]-N-[4-(pentafluoro-λ6-sulfanyl)phenyl]-3-azabicyclo[3.1.0]hexane-2-carboxamide